NC1=NC(=NN1C(=O)C1=CC=C(C=C1)NC([C@@H](CC1=CC=CC=C1)NC1CCCCC1)=O)C1=NC=CC=C1 (R)-N-(4-(5-amino-3-(pyridin-2-yl)-1H-1,2,4-triazole-1-carbonyl)phenyl)-2-(cyclohexylamino)-3-phenylpropionamide